NC1=CN=CC=C[C@@]1(O)CC (3R,4S)-3-amino-4-ethylazepin-4-ol